C1(CC1)C1=CC(=NN1)NC1=NC(=NC=C1)N1C2CC(C1)(C2)C(=O)OCC Ethyl 2-[4-[(5-Cyclopropyl-1H-pyrazol-3-yl)amino]pyrimidin-2-yl]-2-azabicyclo[2.1.1]hexane-4-carboxylate